(2S,3S,4R,5R)-2-(2-(2-Amino-3-bromochinolin-7-yl)ethyl)-5-(4-amino-7H-pyrrolo[2,3-d]pyrimidin-7-yl)tetrahydrothiophen-3,4-diol NC1=NC2=CC(=CC=C2C=C1Br)CC[C@@H]1S[C@H]([C@@H]([C@@H]1O)O)N1C=CC2=C1N=CN=C2N